NC=1N=C2C=C(C=NC2=CC1)CN(C(=O)C=1C=NC(=NC1)C(F)(F)F)C1=CC=CC=2CCS(C21)(=O)=O N-[(6-amino-1,5-naphthyridin-3-yl)methyl]-N-(1,1-dioxo-2,3-dihydro-1λ6-benzothiophen-7-yl)-2-(trifluoromethyl)pyrimidine-5-carboxamide